N,N-dihexyl-acrylamide C(CCCCC)N(C(C=C)=O)CCCCCC